4-[(1S,4R,5R)-5-hydroxy-3-oxo-2-azabicyclo[2.2.1]heptan-2-yl]benzoic acid tert-butyl ester C(C)(C)(C)OC(C1=CC=C(C=C1)N1[C@@H]2C[C@H]([C@H](C1=O)C2)O)=O